C(C)(=O)N1[C@H]([C@@H]([C@H](C2=CC(=CC=C12)C#N)NC1=NC(=CC=C1)COC)C)C1CC1 (2S,3R,4R)-1-acetyl-2-cyclopropyl-4-((6-(methoxymethyl)pyridin-2-yl)amino)-3-methyl-1,2,3,4-tetrahydroquinoline-6-carbonitrile